N1=NNC=2N=CN=CC21 3H-[1,2,3]triazolo[4,5-d]pyrimidine